Tert-butyl (2-(2,5-dioxopiperazin-1-yl)ethyl)carbamate O=C1N(CC(NC1)=O)CCNC(OC(C)(C)C)=O